C1(=CC=C(C=C1)C(=O)O[C@@H](CO)[C@@H](C(=O)OC(C)(C)C)NC(=O)OC(C)(C)C)C1=CC=CC=C1 (2R,3S)-4-(tert-butoxy)-3-((tert-butoxycarbonyl)amino)-1-hydroxy-4-oxobutan-2-yl [1,1'-biphenyl]-4-carboxylate